Bis-(3-trimethoxysilyl-2-methylpropyl)amine CO[Si](CC(CNCC(C[Si](OC)(OC)OC)C)C)(OC)OC